CC1=C(OC2=C(C=C(C=C2C1=O)C)[C@@H](C)NC=1C(=NC(=CC1)C)C(=O)O)C1=CC=CC=C1 3-[[(1R)-1-(3,6-Dimethyl-4-oxo-2-phenyl-chromen-8-yl)ethyl]amino]-6-meth-yl-pyridine-2-carboxylic acid